C1(=CC=CC2=CC=CC=C12)[C@@H](C)N[C@@H]1CN(CC1)C1=CC=C2CCCC(C2=C1)=O 7-[(3S)-3-{[(1R)-1-(naphthalen-1-yl)ethyl]amino}tetrahydro-1H-pyrrol-1-yl]-1,2,3,4-tetrahydronaphthalen-1-one